pyrimidinium (pyrimidinate) N1=C(N=CC=C1)C(=O)[O-].[NH+]1=CN=CC=C1